2-[4-[[5-benzyloxy-4-(methylsulfanylmethyl)-2-pyridinyl]oxy]-3,5-dichloro-phenyl]-6-(difluoromethyl)-1,2,4-triazine-3,5-dione C(C1=CC=CC=C1)OC=1C(=CC(=NC1)OC1=C(C=C(C=C1Cl)N1N=C(C(NC1=O)=O)C(F)F)Cl)CSC